9-(4-((1-(3,3-Difluoropropyl)azetidin-3-yl)methyl)phenyl)-8-(4-fluoro-2-(trifluoromethyl)phenyl)-6,7-dihydro-5H-benzo[7]annulen FC(CCN1CC(C1)CC1=CC=C(C=C1)C1=C(CCCC2=C1C=CC=C2)C2=C(C=C(C=C2)F)C(F)(F)F)F